C(C)OC=1C=C(C=CC1)C(CS(=O)(=O)C)N1C=NC2=CC=C(C=C2C1=O)C=1C=NN(C1)C1OCCCC1 3-(1-(3-ethoxyphenyl)-2-(methylsulfonyl)ethyl)-6-(1-(tetrahydro-2H-pyran-2-yl)-1H-pyrazol-4-yl)quinazolin-4(3H)-one